C(C1=CC=CC=C1)[C@@H](C(NCC(NCOCC(C)C)=O)=O)NC(CNC(CNC(CCCCCN1C(C=CC1=O)=O)C(F)(F)F)=O)=O (11S)-11-benzyl-24-(2,5-dioxo-2,5-dihydro-1H-pyrrol-1-yl)-2-methyl-7,10,13,16-tetraoxo-19-(trifluoromethyl)-4-oxa-6,9,12,15,18-pentaaza-tetracosane